1-hexyl-2,3-dimethyl-imidazole hexafluorophosphate F[P-](F)(F)(F)(F)F.C(CCCCC)N1C(N(C=C1)C)C